ClC1=CC(=C(C=C1)N1CCC(=CC1)C1=NN(C(=N1)NCC1=CC=C(C=C1)OC)C)F 3-(1-(4-chloro-2-fluorophenyl)-1,2,3,6-tetrahydropyridin-4-yl)-N-(4-methoxybenzyl)-1-methyl-1H-1,2,4-triazol-5-amine